7-(sec-butyl)-5-fluoro-N-((3R,4R)-3-fluoro-1-(methylsulfonyl)piperidin-4-yl)-6-(trifluoromethyl)pyrrolo[2,1-f][1,2,4]triazin-2-amine C(C)(CC)C1=C(C(=C2C=NC(=NN21)N[C@H]2[C@@H](CN(CC2)S(=O)(=O)C)F)F)C(F)(F)F